CO[C@H]1[C@@H](CC1)NC(=O)C=1C=NN2C1N=C(C=C2NC)NC=2C(N(C=CC2)N2CCOCC2)=C=O N-((1R,2R)-2-methoxycyclobutyl)-7-(methylamino)-5-((1-morpholino-2-carbonyl-1,2-dihydropyridin-3-yl)amino)pyrazolo[1,5-a]pyrimidine-3-carboxamide